3-bromo-6-((1-(4,4-difluoro-3-(3-fluoro-1H-pyrazol-1-yl)butyryl)-4-hydroxypiperidin-4-yl)methyl)isothiazolo[4,3-d]pyrimidin-7(6H)-one BrC=1SN=C2C1N=CN(C2=O)CC2(CCN(CC2)C(CC(C(F)F)N2N=C(C=C2)F)=O)O